O1[C@@H](CC1)CN 1-[(2S)-oxetan-2-yl]methylamine